NC([C@H](C[C@H]1C(NCC1)=O)NC(=O)[C@@H]1[C@H]2C([C@H]2CN1C([C@H](C(C)(C)C)NC(C(F)F)=O)=O)(C)C)=O (1R,2S,5S)-N-((S)-1-amino-1-oxo-3-((S)-2-oxopyrrolidin-3-yl)propan-2-yl)-3-((S)-2-(2,2-difluoroacetamido)-3,3-dimethylbutanoyl)-6,6-dimethyl-3-azabicyclo[3.1.0]hexane-2-carboxamide